(8R)-2-chloro-N-(5-chloro-6-(tetrahydro-2H-pyran-2-yl)pyridin-3-yl)-8-methyl-8-(trifluoromethyl)-7,8-dihydro-6H-pyrrolo[1,5-a]pyrrolo[2,3-e]pyrimidine-6-carboxamide ClC=1C=C2C(=CN=C3N2[C@](CC3C(=O)NC=3C=NC(=C(C3)Cl)C3OCCCC3)(C(F)(F)F)C)N1